C[C@H]1[C@H]([C@H]([C@@H]([C@@H](O1)O[C@@H]2[C@H]([C@H]([C@H](O[C@H]2O[C@H]3[C@H]([C@H](O[C@H]([C@@H]3O)OCCCCCCC=C)CO)O)CO)O)O[C@@H]4[C@@H]([C@H]([C@H]([C@H](O4)CO)O)O)O)O)O)O The molecule is a glycoside formed between the branched tetrasaccharide alpha-L-Fuc-(1->2)-[alpha-D-Gal-(1->3)]-beta-D-Gal-(1->3)-beta-D-Gal and the alkenyl alcohol oct-7-en-1-ol. It contains an alpha-L-Fucp-(1->2)-[alpha-D-Galp-(1->3)]-beta-D-Galp-(1->3)-beta-D-Galp-yl group. It derives from an oct-7-en-1-ol.